ClC1=C(C=C(OCC(=O)NC23CC(C2)(C3)C(=O)NCC=3N=CN(C3)C)C=C1)F 3-[2-(4-chloro-3-fluorophenoxy)acetamido]-N-[(1-methyl-1H-imidazol-4-yl)methyl]bicyclo[1.1.1]pentane-1-carboxamide